2-(1-(4-amino-3-(4-methoxy-3-methylphenyl)-1H-pyrazolo[3,4-d]pyrimidin-1-yl)ethyl)-8-chloro-3-cyclopentylquinazolin-4(3H)-one NC1=C2C(=NC=N1)N(N=C2C2=CC(=C(C=C2)OC)C)C(C)C2=NC1=C(C=CC=C1C(N2C2CCCC2)=O)Cl